methyl 3-methyl-1-[8-(oxan-2-yloxy) octyl]indazole-6-carboxylate CC1=NN(C2=CC(=CC=C12)C(=O)OC)CCCCCCCCOC1OCCCC1